benzophenanthrene-5-boronic acid-d11 C1(=C2C3=C(C(=C(C(=C3C3=C(C2=C(C(=C1[2H])[2H])[2H])C(=C(C(=C3[2H])[2H])[2H])B(O)O)[2H])[2H])[2H])[2H])[2H]